[2-[2-(2-pyridyloxymethyl)imidazo[1,2-a]pyrimidin-6-yl]-5-(trifluoromethyl)phenyl]methanol N1=C(C=CC=C1)OCC=1N=C2N(C=C(C=N2)C2=C(C=C(C=C2)C(F)(F)F)CO)C1